2,4-DICHLORO-5-ISOBUTOXYPHENYLBORONIC ACID ClC1=C(C=C(C(=C1)Cl)OCC(C)C)B(O)O